(1s,4s)-4-(8-(2,6-dichloro-4-fluorophenylamino)-2-(4,4-difluorocyclohexylamino)-9H-purin-9-yl)-1-methylcyclohexanecarboxamide ClC1=C(C(=CC(=C1)F)Cl)NC=1N(C2=NC(=NC=C2N1)NC1CCC(CC1)(F)F)C1CCC(CC1)(C(=O)N)C